CC1=CC2=C([C@@]3(OCC2)CC(NCC3)C=3N=NN(C3)C)S1 (S)-2'-methyl-2-(1-methyl-1H-1,2,3-triazol-4-yl)-4',5'-dihydrospiro[piperidine-4,7'-thieno[2,3-c]pyran]